C(C1=CC=CC=C1)OC=1C=C(C=2N(C1)N=CC2C#N)C=2C=CC(=NC2)N2CC1NC(C2)C1 3-(5-(6-(benzyloxy)-3-cyanopyrazolo[1,5-a]pyridin-4-yl)pyridin-2-yl)-3,6-diazabicyclo[3.1.1]heptane